2-bromo-1-(2-fluorophenyl)-ethanone BrCC(=O)C1=C(C=CC=C1)F